(R)-4-(3-chlorophenyl)-3-methyl-monophenyl-1,4,5,7-tetrahydro-6H-pyrazolo[3,4-b]pyridin-6-one ClC=1C=C(C=CC1)[C@@H]1C2=C(NC(C1)=O)N(N=C2C)C2=CC=CC=C2